2-ethyl 7-(2-methoxyethoxy)imidazo[1,2-a]pyridine-3-carboxylate COCCOC1=CC=2N(C=C1)C(=CN2)C(=O)OCC